NC=1C(OC2=CC=CC=C2C1C1=C2C=NNC2=CC=C1)=O 3-Amino-4-(1H-indazol-4-yl)chromen-2-one